[Cl-].IC(O)(C[N+](C)(C)C)I diiodocholine chloride